C(#N)N1C2CCC(C1)[C@H]2NC(=O)C=2SC(=CN2)C2=C(C=NC=C2)NC2=CC=CC=C2 N-((7R)-2-Cyano-2-azabicyclo[2.2.1]heptan-7-yl)-5-(3-(phenylamino)pyridin-4-yl)thiazol-2-carboxamid